3,5-dichloro-4-((6-chloro-5-isopropylpyridin-3-yl)oxy)benzonitrile ClC=1C=C(C#N)C=C(C1OC=1C=NC(=C(C1)C(C)C)Cl)Cl